1-(pyrrolidin-1-yl)-2-(1-(4-(5-(trifluoromethyl)-1,2,4-oxadiazol-3-yl)phenyl)-1H-imidazol-4-yl)ethan-1-one N1(CCCC1)C(CC=1N=CN(C1)C1=CC=C(C=C1)C1=NOC(=N1)C(F)(F)F)=O